C1(CC1)OC=1C(=C(C(=O)N)C=CC1)C=O 3-CYCLOPROPOXY-2-FORMYLBENZAMIDE